4-(2-(benzyloxy)-4-bromophenyl)-N-((3r,5r)-5-fluoro-1-methylpiperidin-3-yl)pyrazolo[1,5-d][1,2,4]triazin-7-amine C(C1=CC=CC=C1)OC1=C(C=CC(=C1)Br)C=1C=2N(C(=NN1)N[C@H]1CN(C[C@@H](C1)F)C)N=CC2